NC1=NC(=NC(=C1NC(OC)=O)N)C1=NN(C2=NC=C(C=C21)F)CC2=C(C=CC=C2)F methyl (4,6-diamino-2-{5-fluoro-1-[(2-fluorophenyl)methyl]-1H-pyrazolo[3,4-b]pyridin-3-yl}pyrimidin-5-yl)carbamate